methyl (S)-7-(tert-butoxycarbonyl)amino-1,2,3-trimethoxy-10-oxo-5,6,7,10-tetrahydrobenzo[a]heptalen-9-carboxylate C(C)(C)(C)OC(=O)N[C@H]1CCC2=C(C=3C=CC(C(=CC13)C(=O)OC)=O)C(=C(C(=C2)OC)OC)OC